C(C1=CC=CC=C1)(C1=CC=CC=C1)N1CCC2(CCN(CC2)CC=2C(=C3CN(C(C3=CC2)=O)C2C(NC(CC2)=O)=O)F)CC1 3-(5-((9-benzhydryl-3,9-diazaspiro[5.5]undec-3-yl)methyl)-4-fluoro-1-oxoisoindolin-2-yl)piperidine-2,6-dione